6-hydroxy-7-methoxy-2-(2-(5-(3-methoxyphenyl)thiophen-2-yl)-ethyl)-1,2,3,4-tetrahydroisoquinoline OC=1C=C2CCN(CC2=CC1OC)CCC=1SC(=CC1)C1=CC(=CC=C1)OC